4-chloro-N-(4-chloroquinolin-8-yl)picolinamide ClC1=CC(=NC=C1)C(=O)NC=1C=CC=C2C(=CC=NC12)Cl